(1R)-1-(2-(difluoromethoxy)phenyl)-8-(2-(2-hydroxy-prop-2-yl)-4-methylpyrimidin-5-yl)-2,3-dihydro-1H-pyrrolo[2,1-a]isoindol-5(9bH)-one FC(OC1=C(C=CC=C1)[C@H]1CCN2C1C1=CC(=CC=C1C2=O)C=2C(=NC(=NC2)C(C)(C)O)C)F